C[C@@H]1CN(C[C@@H](O1)C)C(=O)C=1C2=C(N(N1)CC(=O)N1CCN(CC1)C1=CC=C(C=C1)C(F)(F)F)CCC2 2-{3-[(2R,6S)-2,6-Dimethylmorpholin-4-carbonyl]-5,6-dihydrocyclopenta[c]pyrazol-1(4H)-yl}-1-{4-[4-(trifluoromethyl)phenyl]piperazin-1-yl}ethan-1-on